1-chloro-10-(trifluoromethyl)-2H-spiro[[1,4]thiazepino[2,3,4-ij]quinazoline-3,1'-cyclobutane]-6,8(4H,7H)-dione ClS1CC2(CCC2)CN2C(NC(C3=CC(=CC1=C23)C(F)(F)F)=O)=O